copper TiN [Sn].[Cu]